(S)-1-(4-(7,7-difluoro-2-((2S,3R)-3-fluoro-2-methylazetidin-1-yl)-6,7-dihydro-5H-cyclopenta[d]pyrimidin-4-yl)phenyl)-2-(methylsulfonyl)ethan-1-amine FC1(CCC2=C1N=C(N=C2C2=CC=C(C=C2)[C@@H](CS(=O)(=O)C)N)N2[C@H]([C@@H](C2)F)C)F